3-[4-(1-methyl-1H-pyrazole-4-sulfonyl)-morpholin-2-yl]-benzo[b]thiophene-2-carboxylic acid isopropylamide C(C)(C)NC(=O)C1=C(C2=C(S1)C=CC=C2)C2CN(CCO2)S(=O)(=O)C=2C=NN(C2)C